{N-[2-succinimidylethyl]amino}anthraquinone C1(CCC(N1CCNC1=CC=CC=2C(C3=CC=CC=C3C(C12)=O)=O)=O)=O